N1=CC(=CC=C1)CNC1(CCOCC1)C(=O)N[C@@H](C)C1=CC=C(C(=O)O)C=C1 4-[(1S)-1-[[4-(3-pyridylmethylamino)tetrahydropyran-4-carbonyl]amino]ethyl]benzoic acid